ClC1=CC=C(C=C1)[C@H](C(=O)N1CCN(CC1)C=1C2=C(N=CN1)[C@@H](C[C@H]2C)O)CCNC(CO)C2CCOCC2 (2R)-2-(4-chlorophenyl)-4-(2-hydroxy-1-(tetrahydro-2H-pyran-4-yl)ethylamino)-1-(4-((5R,7R)-7-hydroxy-5-methyl-6,7-dihydro-5H-cyclopenta[d]pyrimidin-4-yl)piperazin-1-yl)butan-1-one